C1([C@@H](O)[C@@H](O)[C@H](O)[C@H](O1)CO)[C@@]1([C@H](O)[C@H](O)[C@@H](CO)O1)N1C(=O)NC(=O)C=C1 mannosyl-uridine